tert-butyl 2-(6-bromo-2-oxo-3-(phenethylamino)pyrazin-1(2H)-yl)acetate BrC1=CN=C(C(N1CC(=O)OC(C)(C)C)=O)NCCC1=CC=CC=C1